N,N,N-triethyl-N-methyl-ammonium bromide [Br-].C(C)[N+](C)(CC)CC